N1-(2-(1H-pyrrol-1-yl)phenyl)-N4,N4-dimethylbenzene-1,4-disulfonamide N1(C=CC=C1)C1=C(C=CC=C1)NS(=O)(=O)C1=CC=C(C=C1)S(=O)(=O)N(C)C